(5-methoxy-2-pyridyl)methanone COC=1C=CC(=NC1)C=O